Diisocyanato-2-methylpentane N(=C=O)C(C(CCC)C)N=C=O